2-((2R,5S)-2-(2-(1-ethylpiperidin-4-yl)benzo[d]thiazol-5-yl)-5-methylpiperidin-1-yl)-2-oxoacetamide 2,2,2-Trifluoroethyl-2-chloro-2-oxo-acetate FC(COC(C(=O)Cl)=O)(F)F.C(C)N1CCC(CC1)C=1SC2=C(N1)C=C(C=C2)[C@@H]2N(C[C@H](CC2)C)C(C(=O)N)=O